2-amino-N-(4-(4-carbamoyl-1-piperidinyl)benzyl)-N-((2S)-2-cyclopropylpropyl)-3-methyl-6-quinolinecarboxamide NC1=NC2=CC=C(C=C2C=C1C)C(=O)N(C[C@@H](C)C1CC1)CC1=CC=C(C=C1)N1CCC(CC1)C(N)=O